7'-(2-chloro-5-(trifluoromethoxy)phenyl)-2'-oxo-1',4'-dihydro-2'H-spiro[pyrrolidine-3,3'-quinoline]-1-carbonitrile ClC1=C(C=C(C=C1)OC(F)(F)F)C1=CC=C2CC3(C(NC2=C1)=O)CN(CC3)C#N